2-Chloro-5-hydroxypyridine ClC1=NC=C(C=C1)O